C1(CC1)N1C(C=2C(CC1)=C(N(C2)C\C(\CNC(OC(C)(C)C)=O)=C\F)C)=O tert-butyl (E)-(2-((5-cyclopropyl-1-methyl-4-oxo-4,5,6,7-tetrahydro-2H-pyrrolo[3,4-c]pyridin-2-yl)methyl)-3-fluoroallyl)carbamate